FC(C1=CC(=NN1)CN(C(=O)NC1=CC(=C(C(=C1)F)F)F)C=1C=NC(=NC1)OC)F 1-((5-(Difluoromethyl)-1H-pyrazol-3-yl)methyl)-1-(2-methoxypyrimidin-5-yl)-3-(3,4,5-trifluorophenyl)urea